1-ethyl-4-methylpyridine bistrifluoromethanesulfonimide salt [N-](S(=O)(=O)C(F)(F)F)S(=O)(=O)C(F)(F)F.C(C)N1CC=C(C=C1)C